tert-butyl 4-[7-({2,4-dimethyl-[1,3]oxazolo[4,5-c]pyridin-6-yl}carbamoyl)-2-methylindazol-4-yl]piperazine-1-carboxylate CC=1OC2=C(C(=NC(=C2)NC(=O)C2=CC=C(C3=CN(N=C23)C)N2CCN(CC2)C(=O)OC(C)(C)C)C)N1